OC1(CCN(CC1)C(C[C@@H](C)C1=CC=CC=C1)=O)CN1NC=C(C=C1)C1=CC=CC=C1 (R)-2-((4-hydroxy-1-(3-phenylbutyryl)piperidin-4-yl)methyl)-5-phenylpyridazin